C(C)(C)(C)N(C(O)=O)CC#CC1=C(C=CC(=C1)N)OC.CC1=C(C(=C(C(=C1CC1=CC(=C(C(=C1)C(C)(C)C)O)C(C)(C)C)C)CC1=CC(=C(C(=C1)C(C)(C)C)O)C(C)(C)C)C)CC1=CC(=C(C(=C1)C(C)(C)C)O)C(C)(C)C 1,3,5-trimethyl-2,4,6-tri(3,5-di-tert-butyl-4-hydroxy-benzyl)benzene tert-butyl-(3-(5-amino-2-methoxyphenyl)prop-2-yn-1-yl)carbamate